N-[[(1S,3R)-3-[[6-(3-hydroxyazetidin-1-yl)sulfonyl-1,3-benzothiazol-2-yl]amino]cyclopentyl]methyl]-3-methylisoxazole-5-carboxamide OC1CN(C1)S(=O)(=O)C1=CC2=C(N=C(S2)N[C@H]2C[C@H](CC2)CNC(=O)C2=CC(=NO2)C)C=C1